(R or S)-2-(4-methyl-3-(2-(((R)-phenyl((R)-1,2,3,4-tetrahydropyrido[2,3-b]pyrazin-3-yl)methyl)amino)ethyl)phenyl)propanoic acid CC1=C(C=C(C=C1)[C@H](C(=O)O)C)CCN[C@@H]([C@H]1CNC2=C(N1)N=CC=C2)C2=CC=CC=C2 |o1:7|